C(C)N(CC)CC.C12(C(=O)CC(CC1)C2(C)C)CS(=O)(=O)O camphorsulfonic acid-triethylamine salt